tert-butyl 3-((tert-butoxycarbonyl)amino)-5-((1S,3S)-3-(4-(trifluoromethyl)phenyl)cyclobutoxy)-1H-indole-1-carboxylate C(C)(C)(C)OC(=O)NC1=CN(C2=CC=C(C=C12)OC1CC(C1)C1=CC=C(C=C1)C(F)(F)F)C(=O)OC(C)(C)C